2-[(3-FORMYLPIPERIDIN-1-YL)METHYL]BENZAMIDE C(=O)C1CN(CCC1)CC1=C(C(=O)N)C=CC=C1